S1C=NC(=C1)CC(=O)N1CC2=C(CC1)SC=C2C2=NOC(=N2)C(F)(F)F 2-(thiazol-4-yl)-1-(3-(5-(trifluoromethyl)-1,2,4-oxadiazol-3-yl)-6,7-dihydrothieno[3,2-c]pyridin-5(4H)-yl)ethan-1-one